S1C(=CC=C1)B(O)O 2-Thienylboronic acid